5-(4-methoxy-2-(4-methyl-1,4-diazepan-1-yl)phenyl)-3-(2-methyl-4-(1-methyl-4-(trifluoromethyl)-1H-imidazol-2-yl)phenyl)-1,2,4-oxadiazole COC1=CC(=C(C=C1)C1=NC(=NO1)C1=C(C=C(C=C1)C=1N(C=C(N1)C(F)(F)F)C)C)N1CCN(CCC1)C